(1S,3S)-N1-(5-(2,5-Dimethyloxazol-4-yl)pyridin-2-yl)-N3-(6-methyl-1,2,4-triazin-3-yl)cyclopentane-1,3-diamine CC=1OC(=C(N1)C=1C=CC(=NC1)N[C@@H]1C[C@H](CC1)NC=1N=NC(=CN1)C)C